ethyl (E)-3-(2-methylpyrimidin-4-yl)prop-2-enoate CC1=NC=CC(=N1)/C=C/C(=O)OCC